[3-({5-Bromo-3-[(dimethylsulfamoyl)amino]pyridine-2-yl}oxy)propyl]dimethylamine BrC=1C=C(C(=NC1)OCCCN(C)C)NS(N(C)C)(=O)=O